Dimethyl 2-chloro-5-iodoisophthalate ClC1=C(C(=O)OC)C=C(C=C1C(=O)OC)I